2-(trifluoromethyl)benzeneFormamide FC(C1=C(C=CC=C1)C(=O)N)(F)F